BrC1=NN2C(N=C(C=C2NCC2(CCC(CC2)NC)C2=CC=CC=C2)C(F)(F)F)=C1 2-bromo-N-(((1r,4r)-4-(methylamino)-1-phenylcyclohexyl)methyl)-5-(trifluoromethyl)pyrazolo[1,5-a]pyrimidin-7-amine